COC(=O)C=1C(N(C2=CC(=CC=C2C1N)Br)C1=C2C=CN=CC2=CC=C1)=O 4-Amino-7-bromo-1-(isoquinolin-5-yl)-2-oxo-1,2-dihydroquinoline-3-carboxylic acid methyl ester